C(C)OC(CCC(=O)C1=NC2=C(C=CC=C2C(=C1O)Br)C1=CC(=CC=C1)Cl)=O 4-[4-bromo-8-(3-chloro-phenyl)-3-hydroxy-quinolin-2-yl]-4-oxo-butyric acid ethyl ester